C(C)(C)(C)OC(=O)N(C(OC(C)(C)C)=O)C1=CC(=CC=C1)C(C(C)I)F tert-butyl N-tert-butoxycarbonyl-N-[3-(1-fluoro-2-iodo-propyl)phenyl]carbamate